C(C=C)C1N(C2=C(OC1)C=CC(=C2)NC(=O)NC2=CC=C1C=CNC1=C2)CC2=CC=CC=C2 1-(3-allyl-4-benzyl-3,4-dihydro-2H-benzo[b][1,4]oxazin-6-yl)-3-(1H-indol-6-yl)urea